tert-butyl 4-(((benzyloxy)carbonyl)amino)-4-(3-methylbicyclo[1.1.1]pentan-1-yl)-3-oxobutanoate C(C1=CC=CC=C1)OC(=O)NC(C(CC(=O)OC(C)(C)C)=O)C12CC(C1)(C2)C